2,6-dichloro-4-[(2,6-dichloro-4-pyridyl)disulfanyl]pyridine ClC1=NC(=CC(=C1)SSC1=CC(=NC(=C1)Cl)Cl)Cl